(E)-1-(4-methoxy-2,3,6-trimethylphenyl)-3-methyl-1,4-pentadien-3-ol COC1=C(C(=C(C(=C1)C)\C=C\C(C=C)(O)C)C)C